tert-Butyl [trans-4-[2-(methylsulfonyl)vinyl]cyclohexyl]carbamate CS(=O)(=O)C=C[C@@H]1CC[C@H](CC1)NC(OC(C)(C)C)=O